CC=1N=C(NC1C)C1=NC=CC(=C1)C=1C=NC=C(C1)C(=O)N1CC(CCC1)C1=CC=CC=C1 2'-(4,5-Dimethyl-1H-imidazol-2-yl)-5-[(3-phenylpiperidin-1-yl)carbonyl]-3,4'-bipyridine